(6Z,16Z)-12-((Z)-dec-4-enyl)docosa-6,16-dien-11-yl 6-bromohexanoate BrCCCCCC(=O)OC(CCC\C=C/CCCCC)C(CCC\C=C/CCCCC)CCC\C=C/CCCCC